(S)-N-(4-(4-amino-5-(4-(2-(methoxymethyl)pyrrolidine-1-carbonyl)phenyl)-7-methyl-7H-pyrrolo[2,3-d]pyrimidin-6-yl)phenyl)methacrylamide NC=1C2=C(N=CN1)N(C(=C2C2=CC=C(C=C2)C(=O)N2[C@@H](CCC2)COC)C2=CC=C(C=C2)NC(C(=C)C)=O)C